C(\C=C\C)N1N=NC2=C1C=CC(=C2C)C(CC(=O)OCC)C2=CC=C1CCN(CC1=C2)C(=O)OC(C)(C)C tert-butyl (E)-7-(1-(1-(but-2-en-1-yl)-4-methyl-1H-benzo[d][1,2,3]triazol-5-yl)-3-ethoxy-3-oxopropyl)-3,4-dihydroisoquinoline-2(1H)-carboxylate